7-(4-(3,3-dimethylazetidine-1-carbonyl)piperazin-1-yl)-1,3-dihydro-2H-imidazo[4,5-b]pyridin-2-one CC1(CN(C1)C(=O)N1CCN(CC1)C1=C2C(=NC=C1)NC(N2)=O)C